4-amino-1-(3-(pyrrolidine-1-ylmethyl)benzyl)-1H-imidazo[4,5-c]Quinoline-2-carboxamide NC1=NC=2C=CC=CC2C2=C1N=C(N2CC2=CC(=CC=C2)CN2CCCC2)C(=O)N